normal propyl chloroformate ClC(=O)OCCC